tert-butyl (6S,7S)-6-(3-bromo-2-fluorobenzyl)-7-((fluoromethyl)sulfonamido)-5-azaspiro[2.4]heptane-5-carboxylate BrC=1C(=C(C[C@@H]2N(CC3(CC3)[C@@H]2NS(=O)(=O)CF)C(=O)OC(C)(C)C)C=CC1)F